C1(CCCC1)N1C(C(=CC2=C1N=C(N=C2)NC2=CC=C(C=N2)NC(C)=O)CO)=O N-[6-(8-Cyclopentyl-6-hydroxymethyl-7-oxo-7,8-dihydro-pyrido[2,3-d]pyrimidin-2-ylamino)-pyridin-3-yl]-acetamide